(1S,2S)-N-(6-(5-chloro-6-fluoro-7-(1-(methylamino)-1-oxopropan-2-yl)-1H-indazol-4-yl)imidazo[1,2-a]pyridin-2-yl)-2-fluorocyclopropane-1-carboxamide ClC=1C(=C2C=NNC2=C(C1F)C(C(=O)NC)C)C=1C=CC=2N(C1)C=C(N2)NC(=O)[C@H]2[C@H](C2)F